C(C)(C)(C)N1CC=C(C=C1)NC(CC=1OC=CC1)=O N-tert-Butyl-4-[[2-(2-furyl)acetyl]amino]pyridine